stilbenquinone C=1(C(C(C=CC1)=O)=O)C=CC1=CC=CC=C1